2-iodo-4,5,6,7-tetrahydropyrazolo[1,5-a]pyrazine IC1=NN2C(CNCC2)=C1